3-phenoxy-1-((tetrahydro-2H-pyran-4-yl)methyl)-1H-pyrrole-2,5-dione O(C1=CC=CC=C1)C=1C(N(C(C1)=O)CC1CCOCC1)=O